(3-((6-chloro-4-(2-hydroxypropan-2-yl)-2,7-naphthyridin-1-yl)oxy)azetidin-1-yl)(cyclopropyl)methanone ClC=1C=C2C(=CN=C(C2=CN1)OC1CN(C1)C(=O)C1CC1)C(C)(C)O